4-(4,4,5,5-tetramethyl-1,3,2-dioxaborolan-2-yl)-1-naphthamide CC1(OB(OC1(C)C)C1=CC=C(C2=CC=CC=C12)C(=O)N)C